CC1(OB(OC1(C)C)C(C1(CC(C1)=NNS(=O)(=O)C1=C(C=C(C=C1C)C)C)C)B1OC(C(O1)(C)C)(C)C)C N'-(3-(bis(4,4,5,5-tetramethyl-1,3,2-dioxaborolan-2-yl)methyl)-3-methylcyclobutylidene)-2,4,6-trimethylbenzenesulfonohydrazide